C12C(CCCCCC)(O1)O2 Diepoxyoctan